N[14C@@H](C)C(=O)O [14C]-L-alanine